3-{5-[(3-Cyclopropyl-2-fluorophenyl)sulfanyl]-2-methylpyrimidin-4-yl}-5-(2,4-dimethylbenzyl)-5,6-dihydro-4H-1,2,4-oxadiazine C1(CC1)C=1C(=C(C=CC1)SC=1C(=NC(=NC1)C)C1=NOCC(N1)CC1=C(C=C(C=C1)C)C)F